CC1C=C2CCCCCCCCC(C1)O2 12-methyl-14-oxabicyclo[8.3.1]tetradec-10-ene